O[C@@H]1[C@H](CCCC1)NC(=O)C1=CC(=CC=2OCOC21)CC2=CC=C(C=C2)N2N=CC=C2 N-[(1S,2S)-2-hydroxycyclohexyl]-6-[(4-pyrazol-1-ylphenyl)methyl]-1,3-benzodioxole-4-carboxamide